(R)-N-((S)-1-(3-Fluoro-5-methoxyphenyl)-2-hydroxyethyl)-2-(2-(5-methyl-2-((tetrahydro-2H-pyran-4-yl)amino)pyrimidin-4-yl)-4-oxo-6,7-dihydrothieno[3,2-c]pyridin-5(4H)-yl)propionamide FC=1C=C(C=C(C1)OC)[C@@H](CO)NC([C@@H](C)N1C(C2=C(CC1)SC(=C2)C2=NC(=NC=C2C)NC2CCOCC2)=O)=O